CC1=C(C2=C(C=C(C(O2)C(F)(F)F)C(=O)O)C=C1)C 7,8-dimethyl-2-trifluoromethyl-2H-1-benzopyran-3-carboxylic acid